BrC1=CC2=C(OC(=CN2)C)N=C1 (R)-7-bromo-3-methyl-1H-pyrido[2,3-B][1,4]oxazin